COC(C1=CC(=C(C=C1)OCCCl)OC)=O 4-(2-chloroethoxy)-3-methoxy-benzoic acid methyl ester